FC1=CC(=C(C=C1C=1C=NNC1)O)C1=NC=C(N=C1)N(C)[C@@H]1[C@@H]([C@]2(CC[C@@](C1)(N2)C)C)F 4-fluoro-2-(5-(((1R,2S,3S,5S)-2-fluoro-1,5-dimethyl-8-azabicyclo[3.2.1]octan-3-yl)(methyl)amino)pyrazin-2-yl)-5-(1H-pyrazol-4-yl)phenol